2-((3S,3aR,6R,6aS)-6-(2-(3-fluoro-6-methoxy-1,5-naphthyridin-4-yl)ethyl)-6-hydroxyhexahydrofuro[3,2-b]furan-3-yl)isoindoline-1,3-dione FC=1C=NC2=CC=C(N=C2C1CC[C@]1(CO[C@H]2[C@@H]1OC[C@@H]2N2C(C1=CC=CC=C1C2=O)=O)O)OC